di(2-ethyl-hexyl)phosphoric acid C(C)C(COP(OCC(CCCC)CC)(O)=O)CCCC